2-amino-5-(2-methoxyphenyl)-6-(4-(methylsulfonyl)phenyl)-3,7-dihydro-4H-pyrrolo[2,3-d]pyrimidin-4-one NC=1NC(C2=C(N1)NC(=C2C2=C(C=CC=C2)OC)C2=CC=C(C=C2)S(=O)(=O)C)=O